4-(1-amino-2-ethoxy-2-oxoethyl)-1H-indole-1-carboxylic acid tert-butyl ester C(C)(C)(C)OC(=O)N1C=CC2=C(C=CC=C12)C(C(=O)OCC)N